methyl 2-((4-((((7-chloro-8-fluoroimidazo[1,5-a]pyridin-1-yl)methyl)amino)methyl)-1H-1,2,3-triazol-1-yl)methyl)-6-cyclopropylimidazo[1,2-a]pyridine-8-carboxylate ClC1=C(C=2N(C=C1)C=NC2CNCC=2N=NN(C2)CC=2N=C1N(C=C(C=C1C(=O)OC)C1CC1)C2)F